3-(methylamino)pyridine-2-carbonitrile CNC=1C(=NC=CC1)C#N